BrC1=C2C=NNC2=C(C=C1C)C 4-bromo-5,7-dimethyl-1H-indazole